C(C)(C)(C)OC(=O)NC(CC(=O)OC)C1=CC(=CC=C1)N1CCCCC1 methyl 3-(tert-butoxycarbonylamino)-3-(3-(piperidin-1-yl)phenyl)propanoate